C(C1=CC=CC=C1)OC(C1=CC=CC=C1N1CCC(=CC1)C=1C=NC(=C(C1)Br)[C@H](C)OC)=O (S)-5-bromo-6-(1-methoxyethyl)-3',6'-dihydro-[3,4'-bipyridine]-1'(2'H)-benzoic acid benzyl ester